FC(C1=CC=C(C=C1)N1N=C(C2=CC=CC=C12)CNS(=O)(=O)C=1C=NC=CC1)(F)F N-((1-(4-(trifluoromethyl)phenyl)-1H-indazol-3-yl)methyl)pyridine-3-sulfonamide